1-(p-tolyl)-1H-1,2,4-triazole-3-carboxylic acid C1(=CC=C(C=C1)N1N=C(N=C1)C(=O)O)C